O=C1N(C2=CC(=NC=C2C=C1)C(F)(F)F)CC(=O)O 2-(2-oxo-7-(trifluoromethyl)-1,6-naphthyridin-1(2H)-yl)acetic acid